CN1C(=NN=C1)C1=C(CCC1)C=1C=C(N)C=CC1 3-[2-(4-methyl-1,2,4-triazol-3-yl)cyclopent-1-en-1-yl]aniline